4-METHYLBENZENE-1-SULFONIC ACID CC1=CC=C(C=C1)S(=O)(=O)O